N-(7-bromoquinazolin-4-yl)benzo[d]thiazol-5-amine BrC1=CC=C2C(=NC=NC2=C1)NC=1C=CC2=C(N=CS2)C1